ClCC=1C=C2C(=CC=NC2=CC1)C(=O)OC Methyl 6-(chloromethyl)quinoline-4-carboxylate